2'-chloro-5'-methoxy-5-(methoxycarbonyl)-2-methyl-(4,4'-bipyridine) 1-oxide ClC1=NC=C(C(=C1)C1=CC(=[N+](C=C1C(=O)OC)[O-])C)OC